mono(2-ethyl-5-hydroxyhexyl) Phthalate (mono(2-ethyl-5-hydroxyhexyl) Phthalate) C(C)C(CC1=C(C(C(=O)O)=CC=C1)C(=O)O)CCC(C)O.C(C=1C(C(=O)O)=CC=CC1)(=O)OCC(CCC(C)O)CC